(R)-3-hydroxy-1-methyl-3-(3-(2-(1-(phenylsulfonyl)-1H-pyrrolo[2,3-b]pyridin-3-yl)thiazol-4-yl)phenyl)-1,3-dihydro-2H-pyrrolo[3,2-b]pyridin-2-one O[C@]1(C(N(C=2C1=NC=CC2)C)=O)C2=CC(=CC=C2)C=2N=C(SC2)C2=CN(C1=NC=CC=C12)S(=O)(=O)C1=CC=CC=C1